FC=1C=C(C2=C(C3=C(SC(=C3)N3CCCC3)C3=C(C2=O)C=CC=C3)C1)F 5,7-difluoro-2-(pyrrolidin-1-yl)-8H-dibenzo[3,4:6,7]cyclohepta[1,2-b]thiophen-8-one